((2-((3S,4S)-3-methoxy-4-(3-tridecylureido)pyrrolidin-1-yl) 2-oxoethyl)carbamoyl)benzoate CO[C@H]1CN(C[C@@H]1NC(=O)NCCCCCCCCCCCCC)C(CNC(=O)OC(C1=CC=CC=C1)=O)=O